(S)-4-amino-7-chloro-N,1-dimethyl-N-(6-((4-methylpyridin-3-yl)ethynyl)-2,3-dihydrobenzofuran-3-yl)-1H-pyrazolo[4,3-c]quinoline-8-carboxamide NC1=NC=2C=C(C(=CC2C2=C1C=NN2C)C(=O)N([C@@H]2COC1=C2C=CC(=C1)C#CC=1C=NC=CC1C)C)Cl